11,11'-(2-bromo-1,3-phenylene)bis(11H-benzo[a]carbazole) BrC1=C(C=CC=C1N1C2=CC=CC=C2C2=CC=C3C(=C12)C=CC=C3)N3C1=CC=CC=C1C1=CC=C2C(=C31)C=CC=C2